3-Chloro-7-(2-((3aS,4R,6aR)-4-(4-chloro-7H-pyrrolo[2,3-d]pyrimidin-7-yl)-2,2-dimethyl-3a,6a-dihydro-4H-cyclopenta[d][1,3]dioxol-6-yl)propyl)-5-fluoroquinolin-2-amine ClC=1C(=NC2=CC(=CC(=C2C1)F)CC(C)C1=C[C@H]([C@H]2[C@@H]1OC(O2)(C)C)N2C=CC1=C2N=CN=C1Cl)N